phenyl 2,2-bis(isopropoxycarbothioylsulfanyl)acetate C(C)(C)OC(=S)SC(C(=O)OC1=CC=CC=C1)SC(=S)OC(C)C